N(N)C=1C=C2C=CC=C(C2=CC1OC)C(C)=O 1-(6-Hydrazino-7-methoxynaphthalen-1-yl)ethan-1-one